C(C)(C)(C)OC(=O)N(C(OC(C)(C)C)=O)CC=1C=NC(=NC1)N1CCNCC1 tert-butyl N-tert-butoxycarbonyl-N-[(2-piperazin-1-ylpyrimidin-5-yl)methyl]carbamate